1-(3-Trifluoromethylbenzyl)-1H-indazole-6-carboxylic acid hydroxyamide ONC(=O)C1=CC=C2C=NN(C2=C1)CC1=CC(=CC=C1)C(F)(F)F